Cl.FC(C=1C=C(C=C(C1)C(F)(F)F)CO[C@@H]1[C@@H](NCCC1)C1=CC=CC=C1)(F)F (2S,3S)-3-[[3,5-bis(trifluoromethyl)phenyl]methoxy]-2-phenylpiperidine hydrochloride